tris(2-methoxyphenyl)phosphonium COC1=C(C=CC=C1)[PH+](C1=C(C=CC=C1)OC)C1=C(C=CC=C1)OC